Cl.Cl.C1(CC1)C(=O)N1CCC(CC1)C=1C=C(C=CC1O[C@@H]1CNCC1)C(=O)N1CCC(CC1)OC1=CC(=CC(=C1)N1CCNCC1)F (S)-(3-(1-(cyclopropanecarbonyl)piperidin-4-yl)-4-(pyrrolidin-3-yloxy)phenyl)(4-(3-fluoro-5-(piperazin-1-yl)phenoxy)piperidin-1-yl)methanone dihydrochloride